NC=1N=C(SC1C(C1=CC=C(C=C1)Cl)=O)N(C1=CC=C(C=C1)Cl)[C@@H](C(=O)N)C (R)-2-(N-[4-Amino-5-(4-chlorobenzoyl)thiazol-2-yl]-4-chloroanilino)propanamid